tert-butyl (3S*,3aS*,6R*,7R*,7aS*)-3a-(benzylcarbamoyl)-1-isobutyl-7-(2-carboxyethyl)octahydro-4H-3,6-methanopyrrolo[3,2-b]pyridine-4-carboxylate C(C1=CC=CC=C1)NC(=O)[C@@]12N(C[C@H]3[C@H]([C@@H]1N(C[C@@H]2C3)CC(C)C)CCC(=O)O)C(=O)OC(C)(C)C |o1:10,13,14,15,18|